2-isopropyl-4-pentenoic acid methyl ester COC(C(CC=C)C(C)C)=O